dimethyl 2-[4-[2-(4-chlorophenyl)ethynyl]phenyl]propanedioate ClC1=CC=C(C=C1)C#CC1=CC=C(C=C1)C(C(=O)OC)C(=O)OC